BrC1=CC=C(C=C1)C1=CC=2SC(=CC2S1)CCCCC 5-(4-bromophenyl)-2-pentylthieno[3,2-b]thiophene